O=C1NCCNCC1 5-oxo-1,4-diazepan